N-(5-Chloro-1-(2,6-dimethoxyphenyl)-2-(6-ethoxypyridin-2-yl)-1H-imidazo[4,5-b]pyrazin-6-yl)-1-(2-fluoro-4-methylphenyl)methanesulfonamide ClC=1N=C2C(=NC1NS(=O)(=O)CC1=C(C=C(C=C1)C)F)N(C(=N2)C2=NC(=CC=C2)OCC)C2=C(C=CC=C2OC)OC